ClC1=CC=C(C=C1)C(N1C(N(CC1)CC=1C=C2CN(C(C2=C(C1)F)=O)C1C(NC(CC1)=O)=O)=O)C1=CC=C(C=C1)Cl 3-(5-((3-(bis(4-chlorophenyl)methyl)-2-oxoimidazolidin-1-yl)methyl)-7-fluoro-1-oxoisoindolin-2-yl)piperidine-2,6-dione